1,2,3-trimethyl-imidazolium beryllium hydroxide [OH-].[Be].CN1C(=[N+](C=C1)C)C